pyrido[2,3-c]pyrido[4',3':3,4]pyrazolo[1,5-a]azepine N1=CC=CC2=C1C=1N(CC=C2)N=C2C1C=NC=C2